2,2-dimethyl-N-(2,2,2-trifluoroethyl)-3-vinyl-2H-chromen-7-amine CC1(OC2=CC(=CC=C2C=C1C=C)NCC(F)(F)F)C